3-(piperidin-4-yl)-1H-indole N1CCC(CC1)C1=CNC2=CC=CC=C12